8-chloro-N-[2-cyclopropyl-4-(trifluoromethoxy)phenyl]Quinolin-2-amine ClC=1C=CC=C2C=CC(=NC12)NC1=C(C=C(C=C1)OC(F)(F)F)C1CC1